3-pyridyl-6-methoxybenzothiazolone N1=CC(=CC=C1)C=1S(C2=C(N1)C=CC(=C2)OC)=O